CN1C[C@@H]2[C@@H](OCCN2C2=CC=C(N=N2)C2=C(C=C(C=C2C)C)O)CC1 2-[6-[(4aR,8aS)-6-methyl-3,4a,5,7,8,8a-hexahydro-2H-pyrido[4,3-b][1,4]oxazin-4-yl]pyridazin-3-yl]-3,5-dimethyl-phenol